2-amino-5-chloro-N-(3-chloropyridin-4-yl)benzamide NC1=C(C(=O)NC2=C(C=NC=C2)Cl)C=C(C=C1)Cl